(R)-3-(3-isopropyl-2-(1H-pyrazolo[3,4-b]pyridin-4-yl)-1H-indol-5-yl)-5-(piperidin-3-yl)-1,2,4-oxadiazole C(C)(C)C1=C(NC2=CC=C(C=C12)C1=NOC(=N1)[C@H]1CNCCC1)C1=C2C(=NC=C1)NN=C2